C(CCC)C(CO)CCCCCCCC 2-butyl-decane-1-ol